4-(2-(Cyclopropaneamido)pyridin-4-yl)-3-nitro-N-(piperidin-4-ylmethyl)benzamide hydrochloride Cl.C1(CC1)C(=O)NC1=NC=CC(=C1)C1=C(C=C(C(=O)NCC2CCNCC2)C=C1)[N+](=O)[O-]